C(CCCCCCCCCCCCCCCCCCCCC)(=O)[O-].C(CCCCCCCCCCCCCCCCCCCCC)[NH-] N-behenyl-amide behenate